C1=CC=CC=2C3=CC=CC=C3C(C12)COC(=O)N[C@H](C(=O)O)CC1=CN(C2=CC=C(C=C12)OC(C)C)C(=O)OC(C)(C)C (S)-2-((((9H-fluoren-9-yl)methoxy)carbonyl)amino)-3-(1-(tert-butoxycarbonyl)-5-isopropoxy-1H-indol-3-yl)propanoic acid